5-((1S,5R)-1-(5-(piperidin-4-yl)-1,3,4-oxadiazol-2-yl)-5-(trifluoromethyl)-3-azabicyclo[3.1.0]hexan-3-yl)quinoline-8-carbonitrile N1CCC(CC1)C1=NN=C(O1)[C@@]12CN(C[C@]2(C1)C(F)(F)F)C1=C2C=CC=NC2=C(C=C1)C#N